6-(aminomethyl)-N-(4,4-difluorocyclohexyl)-N-methylpyridineamide dihydrochloride Cl.Cl.NCC1=CC=CC(=N1)C(=O)N(C)C1CCC(CC1)(F)F